4-(pyridine-2-yl)morpholine N1=C(C=CC=C1)N1CCOCC1